bis(benzotriazolylmethyl)urea N1N=NC2=C1C=CC=C2CNC(NCC2=CC=CC=1NN=NC12)=O